O1COC2=C1C=CC=C2C(C2=CC=C(C=C2)O)(C2=CC=CC=C2)O 4-(benzo[d][1,3]dioxol-4-yl(hydroxy)(phenyl)methyl)-phenol